3-(2-(3,5-difluorophenyl)-4-isopropylthiazol-5-yl)-1-(4-(2-hydroxyethoxy)-3-methylphenyl)propan-1-ol FC=1C=C(C=C(C1)F)C=1SC(=C(N1)C(C)C)CCC(O)C1=CC(=C(C=C1)OCCO)C